COC(C1=C(C=C(C=C1)OC)C(F)(F)F)=O.COC1=CC(=C(C(=O)NN)C=C1)C(F)(F)F 4-methoxy-2-(trifluoromethyl)benzohydrazide Methyl-4-methoxy-2-(trifluoromethyl)benzoate